OC(=O)C(F)(F)F.ClC1=CC=C(CC2=NSC(=N2)NC2CC3(C2)CC(C3)N)C=C1 N-(3-(4-chlorobenzyl)-1,2,4-thiadiazol-5-yl)spiro[3.3]heptane-2,6-diamine TFA salt